N[C@]1(CN(CCC1)C=1C=NC(=CC1CN1C2=NC=NC(=C2N=C1)N)C1=C(C=C(C(=C1)F)OC(F)F)F)[C@@H](C(F)F)O (S)-1-((R)-3-amino-1-(4-((6-amino-9H-purin-9-yl)methyl)-6-(4-(difluoromethoxy)-2,5-difluorophenyl)pyridin-3-yl)piperidin-3-yl)-2,2-difluoroethan-1-ol